tert-butyl (1-(8-bromopyrido[2,3-e]tetrazolo[1,5-a]pyrazin-4-yl)azetidin-3-yl)(methyl)carbamate BrC1=CC2=C(N=C(C=3N2N=NN3)N3CC(C3)N(C(OC(C)(C)C)=O)C)N=C1